2-(2'-chloropyridin-3-yl)propan-2-ol ClC1=NC=CC=C1C(C)(C)O